2-FURANPENTANAL O1C(=CC=C1)CCCCC=O